NC(C(CCC(=O)[O-])N1C(C2=CC=C(C=C2C1)C1=NC(=CC=C1)C=CCC)=O)=O 5-amino-4-(5-(6-(but-1-en-1-yl)pyridin-2-yl)-1-oxoisoindolin-2-yl)-5-oxopentanoate